BrC=1C=CC(=NC1)CC(=O)OCC ethyl 2-(5-bromopyridin-2-yl)acetate